N-(1-cyclopropyl-6-ethoxy-2-(4-fluorophenyl)-5-benzimidazolyl)-5-(3,5-difluorophenyl)-1,3,4-thiadiazole-2-amine C1(CC1)N1C(=NC2=C1C=C(C(=C2)NC=2SC(=NN2)C2=CC(=CC(=C2)F)F)OCC)C2=CC=C(C=C2)F